C1(=CC=CC=C1)CS(=O)(=O)OC1=C(O[C@@](C1=O)([2H])C1=CC=C(C=C1)Cl)N (S)-2-amino-5-(4-chlorophenyl)-4-oxo-4,5-dihydrofuran-3-yl-5-d phenylmethanesulfonate